sodium 2-butyl-1-naphthalenesulfonate C(CCC)C1=C(C2=CC=CC=C2C=C1)S(=O)(=O)[O-].[Na+]